(2S,3R,4R,5S)-2-{4-aminopyrrolo[2,1-f][1,2,4]triazin-7-yl}-5-(iodomethyl)-3-methyloxolane-3,4-diol NC1=NC=NN2C1=CC=C2[C@@H]2O[C@@H]([C@H]([C@]2(O)C)O)CI